(R)-3-(2-(hydroxymethyl)-6-vinylpyrimidin-4-yl)-10-methyl-9,10,11,12-tetrahydro-8H-[1,4]diazepino[5',6':4,5]thieno[3,2-f]quinolin OCC1=NC(=CC(=N1)C1=NC=2C=CC3=C(C2C=C1)C1=C(S3)CN[C@@H](CN1)C)C=C